CNC=1N=C(C(=NC1C=1C2=C(C=NC1)N(C=N2)C)C(=O)OC)NC2=C(C(=C(C(=C2)F)N2[C@@H]1CO[C@H](C2)C1)F)F methyl 5-(methylamino)-6-(3-methylimidazo[4,5-c]pyridin-7-yl)-3-[2,3,5-trifluoro-4-[(1S,4S)-2-oxa-5-azabicyclo[2.2.1]heptan-5-yl]anilino]pyrazine-2-carboxylate